N-[3-Fluoro-4-({6-(methyloxy)-7-[(3-piperidin-1-ylpropyl)oxy]chinolin-4-yl}oxy)phenyl]-N'-(4-fluorophenyl)cyclobutan-1,1-dicarboxamid FC=1C=C(C=CC1OC1=CC=NC2=CC(=C(C=C12)OC)OCCCN1CCCCC1)NC(=O)C1(CCC1)C(=O)NC1=CC=C(C=C1)F